ClC1=C(C2=C(C(=NC(S2)(C)C)C=2C=NC3=C(C(=CC=C3C2)F)F)C=C1)C 7-chloro-4-(7,8-difluoro-3-quinolyl)-2,2,8-trimethyl-1,3-benzothiazine